Tris(4-ethoxycarbonyl-2,5-dihydroxyphenylmethyl)amin C(C)OC(=O)C1=CC(=C(C=C1O)CN(CC1=C(C=C(C(=C1)O)C(=O)OCC)O)CC1=C(C=C(C(=C1)O)C(=O)OCC)O)O